ClC1=CC=C2C(=N1)N(CC21CCOCC1)C1CN(CC1)C 6'-chloro-1'-(1-methylpyrrolidin-3-yl)-1',2,2',3,5,6-hexahydrospiro[pyran-4,3'-pyrrolo[2,3-b]pyridine]